(3aR,5S,6aS)-N-[1-(2,2-difluoroethyl)-1H-pyrazolo[3,4-b]pyrazin-6-yl]-N-methyl-2-[5-(trifluoromethyl)pyridin-3-yl]-octahydrocyclopenta[c]pyrrol-5-amine FC(CN1N=CC=2C1=NC(=CN2)N(C2C[C@@H]1[C@@H](CN(C1)C=1C=NC=C(C1)C(F)(F)F)C2)C)F